4-(6-((2S,6R)-2,6-dimethylmorpholino)imidazo[1,2-b]pyridazin-3-yl)benzamide C[C@@H]1O[C@@H](CN(C1)C=1C=CC=2N(N1)C(=CN2)C2=CC=C(C(=O)N)C=C2)C